CC1=NC(=CC(=N1)NC1=NC=C(C(=O)NOCC)C(=C1)NC1=C(C(=CC=C1)C1=NC=C(C=C1)F)OC)C 6-((2,6-dimethyl-pyrimidin-4-yl)amino)-N-ethoxy-4-((3-(5-fluoropyridin-2-yl)-2-methoxyphenyl)amino)nicotinamide